N=C1N(S(C=C(N1)C)(=O)=O)C 3-imino-2,5-dimethyl-1,2,4-thiadiazine 1,1-dioxide